FC=1C(=C(C(=NC1)N)F)F trifluoro-pyridineamine